C1C(CCN2CCCCC12)C1=COC2=C1C=CC=C2 3-(octahydro-2H-quinolizin-2-yl)-benzofuran